1,6-diisocyanato-2-hexene N(=C=O)CC=CCCCN=C=O